CCCCCCCCCCCCCCCCCCCCCCCCCCCCCCCCCCCCCCCCCCCCCCCCCCCCCCCCCCC n-Nonapentacontane